CC1=C(C=CC=2N(N=NC21)CCCS(=O)(=O)C)CCC(=O)O 3-{4-methyl-1-[3-(methylsulfonyl)propyl]-1H-benzotriazol-5-yl}propanoic acid